4-((2-((2-hydroxyethoxy)carbonyl)-4-oxo-4,5,6,7-tetrahydro-1H-indol-1-yl)methyl)benzoic acid OCCOC(=O)C=1N(C=2CCCC(C2C1)=O)CC1=CC=C(C(=O)O)C=C1